2,2-Difluoro-3-((1S,3R)-1-(3-fluoro-5-((1-(3-fluoropropyl)azetidin-3-yl)methyl)thiophen-2-yl)-3-methyl-1,3,4,9-tetrahydro-2H-pyrido[3,4-b]indol-2-yl)propan-1-ol FC(CO)(CN1[C@@H](C=2NC3=CC=CC=C3C2C[C@H]1C)C=1SC(=CC1F)CC1CN(C1)CCCF)F